3-(hydrazinomethyl)pyridine hydrochloride Cl.N(N)CC=1C=NC=CC1